C(C)(C)(C)OC(C1=CC=C(C=C1)NC([C@H](CC1=CC=CC=C1)N1N=CC(=CC1=O)C1=C(C=CC(=C1)Cl)C(C)=O)=O)=O.C(C)OC(=O)C(C)C1=C(C=CC=C1)P(C1=CC=CC=C1)C1=CC=CC=C1 (1-ethoxycarbonylethyl)triphenylphosphine tert-butyl-(S)-4-(2-(4-(2-acetyl-5-chlorophenyl)-6-oxopyridazin-1(6H)-yl)-3-phenylpropanamido)benzoate